1-(3-bromo-5-chlorophenyl)-3-(3,5-difluoro-2-hydroxymethylphenyl)urea BrC=1C=C(C=C(C1)Cl)NC(=O)NC1=C(C(=CC(=C1)F)F)CO